ClCC(=O)OC1=C(C=C(C=C1)\C=C\C(\C=C\C1=CC(=C(C=C1)O)OC)=O)OC 4-[(1E,4E)-5-(4-hydroxy-3-methoxyphenyl)-3-oxopenta-1,4-dien-1-yl]-2-methoxyphenyl chloroacetate